(2S)-1-methanesulfonylpropan-2-amine CS(=O)(=O)C[C@H](C)N